C1OCC12CN(C2)C2CCC(CC2)NC2=C1C=C(N(C1=CC=C2)CC(F)(F)F)C#CCNC2=C(C=C(C(=O)NC)C=C2)OCF 4-((3-(4-(((1S,4S)-4-(2-oxa-6-azaspiro[3.3]heptan-6-yl)cyclohexyl)amino)-1-(2,2,2-trifluoroethyl)-1H-indol-2-yl)prop-2-yn-1-yl)amino)-3-(fluoromethoxy)-N-methylbenzamide